6-amino-5-fluoro-3-methyl-quinazolin-4(3H)-one NC=1C(=C2C(N(C=NC2=CC1)C)=O)F